ClC=1C(=C(C=CC1)S(=O)(=O)C=1C(=CC(=NC1)C)C1=NOCC(N1)CC1=C(C=C(C=C1)C)Cl)F 3-{5-[(3-chloro-2-fluorophenyl)sulfonyl]-2-methylpyridin-4-yl}-5-(2-chloro-4-methylbenzyl)-5,6-dihydro-4H-1,2,4-oxadiazine